(1S,2S,5R)-3-benzyl-2-((S)-1-hydroxypropyl)-3,8-diazabicyclo[3.2.1]octane-8-carboxylic acid tert-butyl ester C(C)(C)(C)OC(=O)N1[C@@H]2[C@H](N(C[C@H]1CC2)CC2=CC=CC=C2)[C@H](CC)O